FC=1C(C=2C3=C(C(OC2C(C1CCCCC)(F)F)(C)C)C=CC(=C3)C)=O 2,4,4-trifluoro-6,6,9-trimethyl-3-pentyl-4,6-dihydro-1H-benzo[c]chromen-1-one